(E)-5-(2-bromovinyl)-2'-deoxyuridine Br/C=C/C=1C(NC(N([C@H]2C[C@H](O)[C@@H](CO)O2)C1)=O)=O